ClC=1C=CC(=C(C1)C=1C=C(C=2OCCNC2N1)NC1=CC(=NC=C1)C(=O)NC)F 4-{[6-(5-chloro-2-fluorophenyl)-2H,3H,4H-pyrido[3,2-b][1,4]oxazin-8-yl]amino}-N-methylpyridine-2-carboxamide